4-nitrophenyl pentan-3-yl carbonate C(OC1=CC=C(C=C1)[N+](=O)[O-])(OC(CC)CC)=O